C12CC(CC2O1)O[Si](C1=CC=CC=C1)(C1=CC=CC=C1)C(C)(C)C (6-oxabicyclo[3.1.0]hexan-3-yloxy)(tert-butyl)diphenylsilane